{1-[(pyridin-4-yl)methyl]-1H-pyrazol-3-yl}propanamide N1=CC=C(C=C1)CN1N=C(C=C1)C(C(=O)N)C